1-(5-tert-butyl-2H-pyrazol-3-yl)-3-{4-[5-(2-{3-[2-(2,6-dioxopiperidin-3-yl)-1-oxo-2,3-dihydro-1H-isoindol-4-yl]-prop-2-ynyloxy}-Ethoxy)-benzoimidazol-1-yl]-phenyl}-urea C(C)(C)(C)C=1C=C(NN1)NC(=O)NC1=CC=C(C=C1)N1C=NC2=C1C=CC(=C2)OCCOCC#CC2=C1CN(C(C1=CC=C2)=O)C2C(NC(CC2)=O)=O